tert-butyl 2-((tert-butoxycarbonyl)oxy)-3-((2S)-2-chloro-2-((3aS,4R,6R)-3a,5,5-trimethylhexahydro-4,6-methanobenzo[d][1,3,2]dioxaborolan-2-yl)ethyl)-6-(methoxymethyl)benzoate C(C)(C)(C)OC(=O)OC1=C(C(=O)OC(C)(C)C)C(=CC=C1C[C@H](B1O[C@@]2(C(O1)C[C@@H]1C([C@H]2C1)(C)C)C)Cl)COC